N1(C(=CCC1)C(=O)[O-])C(=O)OCC1=CC=CC=C1 1-benzyl 4,5-dihydro-1H-pyrrole-1,2-dicarboxylate